COC1=C2C(C=C(OC2=CC=C1C=1C(=C2C(C=C(OC2=CC1)C(=O)OC)=O)OC)C(=O)OC)=O Dimethyl 5,5'-Dimethoxy-4,4'-dioxo-4H,4'H-[6,6'-bichromene]-2,2'-dicarboxylate